6-ethenyl-3-fluoroimidazo[1,2-a]pyridine-8-carboxylate C(=C)C=1C=C(C=2N(C1)C(=CN2)F)C(=O)[O-]